acryloyloxypropyl-triethoxy(methoxy)silane C(C=C)(=O)OCCCC(C)O[Si](OC)(OCC)OCC